FC(C(=O)O)(F)F.NCCON1C(C2=CC=CC=C2C1=O)=O 2-(2-aminoethoxy)isoindoline-1,3-dione trifluoroacetate